4-(4-(6-chloroimidazo[1,2-b]pyridazin-3-yl)pyridin-2-yl)morpholin ClC=1C=CC=2N(N1)C(=CN2)C2=CC(=NC=C2)N2CCOCC2